1-[2-[[1-(4-chlorophenyl)pyrazol-3-yl]oxymethyl]-3-methylphenyl]-4-methyltetrazol-5-one ClC1=CC=C(C=C1)N1N=C(C=C1)OCC1=C(C=CC=C1C)N1N=NN(C1=O)C